toluene-4-sulfonic acid (S)-7-benzyloxy-2,3-dihydro-benzo[1,4]dioxin-2-ylmethyl ester C(C1=CC=CC=C1)OC=1C=CC2=C(O[C@@H](CO2)COS(=O)(=O)C2=CC=C(C)C=C2)C1